BrC=1C(=C(OCCC(C(C)(C2=CC=C(C=C2)F)O[Si](CC)(CC)CC)(F)F)C=CC1OC)F ((5-(3-bromo-2-fluoro-4-methoxyphenoxy)-3,3-difluoro-2-(4-fluorophenyl)pentan-2-yl)oxy)triethylsilane